N1(CCC1)C(=O)N1[C@H]([C@H](CC1)NS(=O)(=O)CC)CC1=CC(=CC=C1)OC1=CC=CC=C1 N-{cis-1-(azetidine-1-carbonyl)-2-[(3-phenoxyphenyl)methyl]pyrrolidin-3-yl}ethanesulfonamide